Cl.CO[C@H]1[C@@H](CNCC1)OC1=CC(=CC=C1)C(F)(F)F |r| (+-)-trans-4-methoxy-3-(3-(trifluoromethyl)phenoxy)piperidine-HCl